4'-(p-tolyl)-7-(trifluoromethyl)spiro[chromeno[4,3-d]thiazole-4,1'-cyclohexan]-2-amine C1(=CC=C(C=C1)C1CCC2(CC1)OC=1C=C(C=CC1C=1N=C(SC12)N)C(F)(F)F)C